1-(4-(4-morpholinyl-6-(5-(morpholinomethyl)thiophen-2-yl)-1,3,5-triazin-2-yl)phenyl)-3-(pyrimidin-5-ylmethyl)urea N1(CCOCC1)C1=NC(=NC(=N1)C=1SC(=CC1)CN1CCOCC1)C1=CC=C(C=C1)NC(=O)NCC=1C=NC=NC1